C(C1=CC=CC=C1)NC(C1=CC(=C(C=C1)Br)OC)=O N-benzyl-4-bromo-3-methoxy-benzamide